(R)-5-(1-(difluoromethyl)-4-((3-fluoropyrrolidin-3-yl)methoxy)-1H-pyrazol-5-yl)-N-(2,6-dimethylpyrimidin-4-yl)pyrazolo[1,5-a]pyridin-2-amine FC(N1N=CC(=C1C1=CC=2N(C=C1)N=C(C2)NC2=NC(=NC(=C2)C)C)OC[C@@]2(CNCC2)F)F